3-(4-aminophenyl)-1-(2-(methylsulfonyl)ethyl)-1H-pyrazolo[3,4-d]pyrimidin-4-ylamine NC1=CC=C(C=C1)C1=NN(C2=NC=NC(=C21)N)CCS(=O)(=O)C